tert-butyl 4-{4-[(lithiooxy)carbonyl]phenyl}piperazine-1-carboxylate [Li]OC(=O)C1=CC=C(C=C1)N1CCN(CC1)C(=O)OC(C)(C)C